C(C1=CC=CC=C1)OC1=C(C(=NC(=C1)C)Cl)C(\C=C\N(C)C)=O (E)-1-(4-benzyloxy-2-chloro-6-methyl-3-pyridinyl)-3-(dimethylamino)prop-2-en-1-one